Cl.CSC1=C(N)C=CC(=C1)OC1=CC=NC2=NC=CN=C21 2-(methylthio)-4-(pyrido[2,3-b]pyrazin-8-yloxy)aniline hydrochloride